7-({1-[(1,1-dioxo-1λ6-thiomorpholin-2-yl)acetyl]azetidin-3-yl}oxy)-2-hydroxy-3,4-dihydro-2H-1,2-benzoxaborinine-8-carboxylic acid O=S1(C(CNCC1)CC(=O)N1CC(C1)OC1=C(C2=C(CCB(O2)O)C=C1)C(=O)O)=O